ClC=1C=C(C=CC1Cl)C1=CC=C(C=C1)CNC([C@H](CCCC)NC(OC(C)(C)C)=O)=O (S)-tert-butyl (1-(((3',4'-dichloro-[1,1'-biphenyl]-4-yl)methyl)amino)-1-oxohexan-2-yl)carbamate